3-(2-fluorophenoxy)-2,2-dimethylpropionic acid FC1=C(OCC(C(=O)O)(C)C)C=CC=C1